CP(OC1=C(C=C(C=C1C)C(C)(C)C)C(C)(C)C)(OC1=C(C=C(C=C1C)C(C)(C)C)C(C)(C)C)[O-] bis(2,4-di-tert-butyl-6-methylphenyl) methylphosphite